1,1-bis(4-methacryloxyethoxyphenyl)methane C(C(=C)C)(=O)OCCOC1=CC=C(C=C1)CC1=CC=C(C=C1)OCCOC(C(=C)C)=O